ClC1=CC(=C(C=C1)CN1[C@](C2=C(C=C(C=C2C1=O)C(C)(C)O)F)(C1=CC=C(C=C1)Cl)OCC1(CC1)C#N)CO 1-(([(1R)-2-{[4-Chloro-2-(hydroxymethyl)phenyl]methyl}-1-(4-chlorophenyl)-7-fluoro-5-(2-hydroxypropan-2-yl)-3-oxo-2,3-dihydro-1H-isoindol-1-yl]oxy)methyl)cyclopropane-1-carbonitrile